N[C@@H]1C[C@@H](CCC1)CNC1=NN(C(=C1)C1=CC(=C(C#N)C=C1)F)C=1C=C2C=NN(C2=CC1)C 4-(3-((((1R,3S)-3-amino-cyclohexyl)methyl)amino)-1-(1-methyl-1H-indazol-5-yl)-1H-pyrazol-5-yl)-2-fluorobenzonitrile